C(C1=CC=CC=C1)OC1CC(C1)OC1=NC=C(C=C1)[N+](=O)[O-] 2-((1r,3r)-3-(benzyloxy)cyclobutoxy)-5-nitropyridine